4,5-dihydro-1H-imidazole N1C=NCC1